Ethyl-1-((2-(trimethylsilyl)ethoxy)methyl)-4-vinyl-1H-imidazole-2-carboxylate C(C)OC(=O)C=1N(C=C(N1)C=C)COCC[Si](C)(C)C